C1(=CC=CC=C1)N1C(N(C(C1)=O)CC1CCOCC1)=O 1-phenyl-3-((tetrahydro-2H-pyran-4-yl)methyl)imidazolidine-2,4-dione